2,4-dimethylbromobenzene CC1=CC(=C(C=C1)Br)C